N,N-Dimethylguanylguanidine CN(C)C(=N)N=C(N)N